8-methyl-3-((S)-1-phenylethyl)-2,3,3a,4,5,6-hexahydro-1H-pyrazino[3,2,1-jk]carbazole CC=1C=CC=2N3C=4C(CCCC4C2C1)N(CC3)[C@@H](C)C3=CC=CC=C3